[OH-].OCC[NH3+] N-(2-hydroxyethyl)ammonium hydroxide